methyl-4-hydroxy-2-butanone CCC(CCO)=O